(5-(methoxycarbonyl)-1-(trifluoromethyl)-1H-imidazol-2-yl)boronic acid COC(=O)C1=CN=C(N1C(F)(F)F)B(O)O